N1=CC=C(C=C1)CN1[C@H]2CC(C[C@@H]1CC2)NC(=O)C2=CC=C1C=CNC1=C2 N-((1R,3s,5S)-8-(pyridin-4-ylmethyl)-8-azabicyclo[3.2.1]octan-3-yl)-1H-indole-6-carboxamide